(R)-N-(3-chloro-5-(methylsulfonamido)phenyl)-4-(3-(1-(3-(dimethylphosphoryl)-5-fluorophenyl)ethoxy)-5-fluoropyridin-2-yl)-5-methylthiophene-2-carboxamide ClC=1C=C(C=C(C1)NS(=O)(=O)C)NC(=O)C=1SC(=C(C1)C1=NC=C(C=C1O[C@H](C)C1=CC(=CC(=C1)F)P(=O)(C)C)F)C